O1CCN(CC1)CCCS(=O)(=O)O.OCC[N+](C)(C)C choline 3-morpholinopropanesulfonic acid